BrC1=CC=C(C=C1)[C@@H]1[C@H]([C@@H](C[C@@H](C1)OC[C@@H]1COCC1)C(NC1=C(C=C(C=C1)C(F)(F)F)F)=O)C(=O)O |&1:7,8,9,11| (1RS,2SR,4RS,6RS)-2-(4-bromophenyl)-6-((2-fluoro-4-(trifluoromethyl)phenyl)carbamoyl)-4-(((S)-tetrahydrofuran-3-yl)methoxy)cyclohexane-1-carboxylic acid